ClC1=C(N)C(=CC(=C1N1CCC(CC1)(F)F)Cl)[N+](=O)[O-] 2,4-dichloro-3-(4,4-difluoropiperidin-1-yl)-6-nitroaniline